O=C(C)[C@H]1CC[C@H]2[C@@H]3CC[C@@H]4CCCC[C@]4(C)[C@H]3CC[C@]12C 20-oxo-5β-pregnane